C(C)(C)(C)OC(=O)N1C(C=CCC1)C1=CNC2=CC=CC=C12 (1H-indol-3-yl)-5,6-dihydropyridine-1(2H)-carboxylic acid tert-butyl ester